bis(hydroxymethyl)propanoic acid OCC(C(=O)O)(C)CO